BrN1C(N(C(N(C1=O)Br)=O)Br)=O 1,3,5-tribromo-1,3,5-triazin-2,4,6-trione